FC(C=1C=NC2=CC=C(C=C2N1)N)(F)F 3-(trifluoromethyl)quinoxalin-6-amine